OP(O)(=O)OP(=O)(O)OP(=O)(O)OP(=O)(O)O.O=C[C@H](O)[C@H](O)CO erythrose tetraphosphate